COC(=O)C1=C(C=CC=C1)NC1=CC=C(C(=O)O)C=C1 4-((2-(methoxycarbonyl)phenyl)amino)benzoic acid